pyridine p-chlorobenzenesulfinate salt ClC1=CC=C(C=C1)S(=O)O.N1=CC=CC=C1